(6-bromopyrazolo[1,5-a]pyridin-3-yl)methanol BrC=1C=CC=2N(C1)N=CC2CO